1-[4-[(4,5-dichloro-2-hydroxyphenyl)(methylamino)methyl]piperidin-1-yl]-2,3-dihydroxypropan-1-one ClC1=CC(=C(C=C1Cl)C(C1CCN(CC1)C(C(CO)O)=O)NC)O